(S)-2-(3-chlorobenzo[b]thiophene-2-carboxamido)-3-phenylpropanoic acid ClC=1C2=C(SC1C(=O)N[C@H](C(=O)O)CC1=CC=CC=C1)C=CC=C2